(S)-4-(tert-butyl)-N-(2,6-dimethylphenyl)benzenesulfinamide C(C)(C)(C)C1=CC=C(C=C1)[S@](=O)NC1=C(C=CC=C1C)C